O.N1=CC=C(C=C1)C=O PYRIDINE-4-ALDEHYDE HYDRATE